(Z)-9-tetradecen-1-ol C(CCCCCCC\C=C/CCCC)O